C[C@H]1C(O)O[C@@H]([C@@H]([C@@H]1O)O)CO 2-methyl-2-deoxygalactopyranose